Kalium orthophosphat P(=O)([O-])([O-])[O-].[K+].[K+].[K+]